(S)-N-((8-ethyl-8-hydroxy-9,12-dioxo-2,3,8,9,12,14-hexahydro-1H,11H-cyclopenta[f]pyrano[3',4':6,7]indolizino[1,2-b]quinolin-15-yl)methyl)-2-hydroxyacetamide C(C)[C@]1(C(OCC=2C(N3CC=4C(=NC5=CC=C6C(=C5C4CNC(CO)=O)CCC6)C3=CC21)=O)=O)O